1-methyl-N-((6-((1-methyl-1H-1,2,3-triazol-4-yl)methoxy)-1H-indol-2-yl)methyl)cyclopropane-1-carboxamide CC1(CC1)C(=O)NCC=1NC2=CC(=CC=C2C1)OCC=1N=NN(C1)C